1-(5-methyl-1,3,4-oxadiazol-2-yl)butan-2-one CC1=NN=C(O1)CC(CC)=O